C(C)(C)(C)NS(=O)(=O)C1=CC(=CC=C1)NC1=NC(=NC=C1C)NC1=CC=C(C=C1)N1CCN(CC1)C(CCCNC1=C2C(N(C(C2=CC=C1)=O)C1C(NC(CC1)=O)=O)=O)=O N-(tert-butyl)-3-((2-((4-(4-(4-((2-(2,6-dioxopiperidin-3-yl)-1,3-dioxoisoindolin-4-yl)amino)butanoyl)piperazin-1-yl)phenyl)amino)-5-methylpyrimidin-4-yl)amino)benzenesulfonamide